(3E-5E)-1-isopentyl-3,5-bis(2-methoxybenzylidene)piperidin-4-one C(CC(C)C)N1C\C(\C(/C(/C1)=C/C1=C(C=CC=C1)OC)=O)=C/C1=C(C=CC=C1)OC